1-Allyl-hydrazinecarboxylic acid tert-butyl ester C(C)(C)(C)OC(=O)N(N)CC=C